C5-bromo-8-chlorothiochroman-4-one BrC1=C2C(CCSC2=C(C=C1)Cl)=O